[6-[(2S)-2,4-dimethylpiperazin-1-yl]pyridin-2-yl]methylamine C[C@@H]1N(CCN(C1)C)C1=CC=CC(=N1)CN